2-((4-(2,6-diazaspiro[3.4]oct-6-yl)pyridazin-3-yl)oxy)-N-ethyl-5-fluoro-N-isopropylbenzamide C1NCC12CN(CC2)C2=C(N=NC=C2)OC2=C(C(=O)N(C(C)C)CC)C=C(C=C2)F